N-(2-cyclopropylpyrimidin-4-yl)-5-[2-methyl-4-[(3S)-1-methylpyrrolidin-3-yl]oxy-pyrazol-3-yl]pyrazolo[1,5-a]pyridin-2-amine C1(CC1)C1=NC=CC(=N1)NC1=NN2C(C=C(C=C2)C=2N(N=CC2O[C@@H]2CN(CC2)C)C)=C1